2-((7-(3-(4-nitrophenyl)thioureido)benzo[c][1,2,5]oxadiazol-4-yl)amino)ethyl methacrylate C(C(=C)C)(=O)OCCNC1=CC=C(C2=NON=C21)NC(=S)NC2=CC=C(C=C2)[N+](=O)[O-]